(1S)-2-methoxy-1-phenylethylamine COC[C@H](C1=CC=CC=C1)N